N#CC#N.C(C)N1CN(C=C1)C 1-ethyl-3-methylimidazole dicyan salt